ethyl 2-(4-(4-bromophenyl)-3,6-dihydropyridin-1(2H)-yl)propanoate BrC1=CC=C(C=C1)C=1CCN(CC1)C(C(=O)OCC)C